(E)-3-(3-(3,5-bis-(trifluoromethyl)-phenyl)-1H-1,2,4-triazol-1-yl)-2-(6-fluoropyridin-2-yl)acrylamide FC(C=1C=C(C=C(C1)C(F)(F)F)C1=NN(C=N1)/C=C(/C(=O)N)\C1=NC(=CC=C1)F)(F)F